C1(CC1)C=1C=NN(C1CO[C@H]1[C@@H]2CN([C@H](C1)C2)C2=CC=C(C=N2)C(=O)O)C2=C(C=CC=C2Cl)Cl 6-[(1S,4S,5R)-5-[[4-cyclopropyl-1-(2,6-dichlorophenyl)-1H-pyrazol-5-yl]methoxy]-2-azabicyclo[2.2.1]heptan-2-yl]pyridine-3-carboxylic acid